C(C)OC(C(=O)O)N1N=CC2=CC(=CC=C12)OCCOC1=C(C=C(C=C1)C(C1=CC=C(C=C1)F)=O)CCC 2-ethoxy-2-(5-(2-(4-(4-fluorobenzoyl)-2-propylphenoxy)ethoxy)-1H-indazol-1-yl)acetic acid